2,3-dimethylanilinediazonium CC1=C(N[N+]#N)C=CC=C1C